N[C@H](CC1=C(C=2N(C(N=CC2S1)Cl)CC=1OC=CC1)Br)C 6-[(2S)-2-aminopropyl]-7-bromo-2-chloro-N-[(furan-2-yl)methyl]thieno[3,2-d]pyrimidin